ClC1=NC(=CC(=N1)N1C[C@H](CC1)O)C (S)-1-(2-chloro-6-methylpyrimidin-4-yl)pyrrolidin-3-ol